NC[C@]1(OC2=C([C@H]1O)C(=C(C=C2)Cl)C2=C(C(=O)N)C=CC(=C2F)OC)C=2C(=NC=CC2)OC 2-((2r,3r,4r)-2-(aminomethyl)-5-chloro-3-hydroxy-2-(2-methoxypyridin-3-yl)-2,3-dihydrobenzofuran-4-yl)-3-fluoro-4-methoxybenzamide